C(CCCCC=C)N hept-6-ene-1-amine